Z,E-3,5-Heptadienylpropionat C(C\C=C/C=C/C)OC(CC)=O